iodine diacetate C(C)(=O)[O-].C(C)(=O)[O-].[I+2]